NC1=NC(=NC(=C1C=O)C12CC(C1)(C2)C(F)(F)F)Cl 4-amino-2-chloro-6-[3-(trifluoromethyl)-1-bicyclo[1.1.1]pentanyl]-pyrimidine-5-carbaldehyde